N-(4-(N-(4-chlorobenzyl)sulfamoyl)phenyl)-2-(pyridin-4-yl)cyclopropane-1-carboxamide methyl-3-(2-methoxyethoxy)isoxazole-5-carboxylate COC(=O)C1=CC(=NO1)OCCOC.ClC1=CC=C(CNS(=O)(=O)C2=CC=C(C=C2)NC(=O)C2C(C2)C2=CC=NC=C2)C=C1